1-(6-((2H-spiro[benzofuran-3,1'-cyclopropane]-4-yl)oxy)pyridin-3-yl)-3-(4-bromopyrimidin-5-yl)urea C12(CC1)COC1=C2C(=CC=C1)OC1=CC=C(C=N1)NC(=O)NC=1C(=NC=NC1)Br